ClC1=C(OC2=CC(=CC=C2)OC2=C(C=C(C=C2)C(F)(F)F)Cl)C=CC(=C1)C(F)(F)F 1,3-bis[2-chloro-4-(trifluoromethyl)phenoxy]benzene